N-(4-fluoro-3-((5-(3-fluoro-4-(4-methylpiperazin-1-yl)phenyl)-2-((1-methyl-1H-pyrazol-4-yl)amino)pyrimidin-4-yl)amino)phenyl)acrylamide FC1=C(C=C(C=C1)NC(C=C)=O)NC1=NC(=NC=C1C1=CC(=C(C=C1)N1CCN(CC1)C)F)NC=1C=NN(C1)C